2-(4-trifluoromethylphenyl-imino)-4-(4-cyanophenyl)thiazole FC(C1=CC=C(C=C1)N=C1SC=C(N1)C1=CC=C(C=C1)C#N)(F)F